FC1=CC=C(CN2C=3N(C4=CC=CC=C4C2=O)C(=NN3)CN3CCN(CC3)C(CN3CCOCC3)=O)C=C1 4-(4-Fluorobenzyl)-1-((4-(2-Morpholinoacetyl)piperazin-1-yl)methyl)-[1,2,4]triazolo[4,3-a]quinazolin-5(4H)-one